4-[1-Methyl-5-(3,3,3-trifluoropropylamino)-1,2,4-triazol-3-yl]benzaldehyd CN1N=C(N=C1NCCC(F)(F)F)C1=CC=C(C=O)C=C1